C(CC)NC(C(=O)N[C@H](C(=O)N[C@H](C(=O)O)C)C)NCCC (S)-2-((S)-2-(2,2-dipropylaminoacetamido)propionylamino)-propionic acid